1-(7-(2-((tert-butyldimethylsilyl)oxy)ethoxy)imidazo[1,2-a]pyridin-6-yl)ethan-1-one [Si](C)(C)(C(C)(C)C)OCCOC1=CC=2N(C=C1C(C)=O)C=CN2